C(C)#N.C(C)#N.C(C)#N.[W] tungsten triacetonitrile